(E)-1,3-diethyl-8-(2-(2-methoxypyrimidin-5-yl)vinyl)-1H-purine C(C)N1CN(C2=NC(=NC2=C1)\C=C\C=1C=NC(=NC1)OC)CC